3-FLUORO-5-(TRIFLUOROMETHYL)-PHENYLISOCYANIDE FC=1C=C(C=C(C1)C(F)(F)F)[N+]#[C-]